4-METHYL-2-(TRIFLUOROMETHYL)PHENYLBORONIC ACID CC1=CC(=C(C=C1)B(O)O)C(F)(F)F